C(C1CO1)N(CC1CO1)CC1CC(CCC1)CN(CC1CO1)CC1CO1 1,3-bis(N,N-diglycidylaminomethyl)cycloHexan